C(C)OC(CCCC#CCCCC#CCCCC(=O)O)=O.BrC=1C=C2C(C(NC2=CC1)=O)=NN=C1SCC(N1C1=C(C=CC=C1C)C)=O 5-bromo-3-(2-(3-(2,6-dimethylphenyl)-4-oxothiazolidin-2-ylidene)hydrazono)indol-2-one ethylpropane-1,3-diyl-bis(hex-5-ynoate)